C(C)(C)N1N=CC=2C1=NC=NC2N isopropyl-1H-pyrazolo[3,4-d]pyrimidin-4-amine